Ethyl 6-(2-cyanoethyl)-7-(2,3-dichlorophenyl)-8-fluoro-4-hydroxy-2-methylquinoline-3-carboxylate C(#N)CCC=1C=C2C(=C(C(=NC2=C(C1C1=C(C(=CC=C1)Cl)Cl)F)C)C(=O)OCC)O